C(N)([S-])=S.[Zn+2].C(N)([S-])=S zinc (E)-dithiocarbamate